N1=C(C=CC=C1)C=1C2=C(N=CCN1)C=CC=C2 5-pyridin-2-yl-3H-benzo[e][1,4]diazepin